C(C)OC(=O)C=1OC2=C(C1C)C=C(C=C2)S(N(CC)C2=C(C=C(C=C2)Cl)CN(C(C2=NC=CC=C2)=O)CC=2OC=CC2)(=O)=O 5-(N-(4-chloro-2-((N-(furan-2-ylmethyl)picolinamido)methyl)Phenyl)-N-ethylsulfamoyl)-3-methylbenzofuran-2-carboxylic acid ethyl ester